C(C)(C)(C)OC(=O)N1CCN(CC1)C1=CN=CC2=CC=C(C=C12)C=1C=NC(=C(C1)NS(=O)(=O)C1=C(C=C(C=C1)F)F)OC 4-(6-(5-((2,4-difluorophenyl)sulfonamido)-6-methoxypyridin-3-yl)isoquinolin-4-yl)piperazine-1-carboxylic acid tert-butyl ester